CC1=C2C(=CC=3C=4C=C(C=CC4N(C13)C)OCCC(C)(N)C)C=NC=C2 4-((5,6-dimethyl-6H-pyrido[4,3-b]carbazol-9-yl)oxy)-2-methylbutan-2-amine